4-(3-methoxy-2,6-dimethylphenyl)-1,2-dimethyl-pyrrolo[2,3-b]pyridine-6-carboxamide COC=1C(=C(C(=CC1)C)C1=C2C(=NC(=C1)C(=O)N)N(C(=C2)C)C)C